C(C)(C)(C)OC(=O)N1CC2N(CC1)C[C@H](NC2)CO.FC2=CC=C(C(=O)NC1CCC(CC1)NC1=CC(=NC3=CC=C(C=C13)C#N)C(F)(F)F)C=C2 4-fluoro-N-[(1s,4s)-4-{[6-cyano-2-(trifluoromethyl)quinolin-4-yl]amino}cyclohexyl]benzamide tert-butyl-(7S)-7-(hydroxymethyl)octahydro-2H-pyrazino[1,2-a]pyrazine-2-carboxylate